OC(C)C1=CN=C(S1)NC1=CC=C2C(C=C(N(C2=C1)C)C(F)(F)F)=O 7-((5-(1-hydroxyethyl)thiazol-2-yl)amino)-1-methyl-2-(trifluoromethyl)quinolin-4(1H)-one